2-((6-(4-(2-aminoethoxy)piperidin-1-yl)-3,5-dicyano-4-ethylpyridin-2-yl)thio)-2-phenylacetamide trifluoroacetate salt FC(C(=O)O)(F)F.NCCOC1CCN(CC1)C1=C(C(=C(C(=N1)SC(C(=O)N)C1=CC=CC=C1)C#N)CC)C#N